7-methyl-2-(2-methylbiphenyl-3-yl)-1,3-benzoxazole-5-carboxaldehyde CC1=CC(=CC=2N=C(OC21)C=2C(=C(C=CC2)C2=CC=CC=C2)C)C=O